ClC=1C(=NC=CC1)C1=NSC(=C1I)C(=O)OC methyl 3-(3-chloropyridin-2-yl)-4-iodo-1,2-thiazole-5-carboxylate